BrC1=C(C=CC2=CC(=CC=C12)CCC(CCCCCCCC)CC)O 1-bromo-6-(3-ethyl-undecyl)-2-naphthol